C(C1=CC=CC=C1)OC=1C=C(C(=O)C(C(=O)OCC)Br)C=CC1OC ethyl 2-(3-benzyloxy-4-methoxybenzoyl)-2-bromoacetate